CC=1C(=C(C(=O)O)C=CC1C(=O)O)C.COC(=O)C1=CC=C(C=C1)C(=O)OC.C(C)(C)C1=CC=C(CN2CC(N(CC2)C2CC3(C2)CCN(CC3)C3=CC=C(C(=O)N)C=C3)C3=C(C=CC=C3)C(C)C)C=C1 4-(2-(4-(4-isopropylbenzyl)-2-(2-isopropylphenyl)piperazin-1-yl)-7-azaspiro[3.5]nonan-7-yl)benzamide dimethyl-benzene-1,4-dicarboxylate (dimethyl-terephthalate)